(4-(((2,4-diaminopteridin-6-yl)methyl)(methyl)amino)benzoyl)-L-glutamic acid NC1=NC2=NC=C(N=C2C(=N1)N)CN(C1=CC=C(C(=O)N[C@@H](CCC(=O)O)C(=O)O)C=C1)C